Isoflavonol C1=CC=C(C=C1)C2=C(C3=CC=CC=C3OC2=O)O